BrC1=CC(=NC=C1OC)C(C(F)(F)F)(O)O 1-(4-bromo-5-methoxypyridin-2-yl)-2,2,2-trifluoroethane-1,1-diol